2-[(5'S,7a'R)-5'-(3,5-difluorophenyl)-3'-oxotetrahydro-1H,3'H-spiro[piperidine-4,2'-pyrrolo[2,1-b][1,3]oxazol]-1-yl]-4-methoxypyrimidine-5-carbonitrile FC=1C=C(C=C(C1)F)[C@@H]1CC[C@H]2OC3(C(N21)=O)CCN(CC3)C3=NC=C(C(=N3)OC)C#N